[N+](=O)([O-])C1CCCN2C(COC3=CC=CC=C3C3CCC(OCC12)CC3)=O (1s,19s)-15-nitro-8,18-dioxa-11-azatetracyclo[17.2.2.02,7.011,16]tricosa-2,4,6-trien-10-one